allyl-C2-γ-hydroxypropyl-para-phenylenediamine C(C=C)NC1=CC(=C(C=C1)N)CCCO